(S)-5-fluoro-3-((R)-5-isopropyl-3-(isoquinolin-1-yl)-4,5-dihydroisoOxazol-5-carboxamido)-4-oxopentanoic acid pent-3-yl ester CCC(CC)OC(C[C@@H](C(CF)=O)NC(=O)[C@@]1(CC(=NO1)C1=NC=CC2=CC=CC=C12)C(C)C)=O